6-(4-((1H-indazol-5-yl)amino)furo[3,2-d]pyrimidin-2-yl)-N-isopropylbenzo[b]thiophene-2-carboxamide N1N=CC2=CC(=CC=C12)NC=1C2=C(N=C(N1)C=1C=CC3=C(SC(=C3)C(=O)NC(C)C)C1)C=CO2